(4-methoxyphenyl)methane-d di(2-hydroxyethyl)-tetradecyl-aminoxide OCCC(CCCCCCCCCCCCCN[O-])CCO.COC1=CC=C(C=C1)C[2H]